(1r,3r)-3-(2-(trifluoromethyl)-1H-imidazol-1-yl)cyclobutyl ((7-chloro-2-(2,6-dioxopiperidin-3-yl)-4-fluoro-3-oxoisoindolin-5-yl)methyl)carbamate ClC=1C=C(C(=C2C(N(CC12)[C@H]1C(NC(CC1)=O)=O)=O)F)CNC(OC1CC(C1)N1C(=NC=C1)C(F)(F)F)=O